COC1=C(C=C2C(N=CNC2=C1)=O)C 7-methoxy-6-methyl-quinazolin-4(1H)-one